NC=1C(=C(C=CC1C(=O)OC)C1=C(C(=CC=C1)C)C(F)(F)F)F methyl 3-amino-2-fluoro-3'-methyl-2'-(trifluoromethyl)-[1,1'-biphenyl]-4-carboxylate